5-bromo-N-methoxy-N,4,6-trimethylpyridine-2-carboxamide BrC=1C(=CC(=NC1C)C(=O)N(C)OC)C